FC1(CN(CC1OC)C1=NC=C(C=2C1=CN(N2)C=2C(NC(NC2)=O)=O)F)F 5-[4-(3,3-Difluoro-4-methoxy-pyrrolidin-1-yl)-7-fluoro-pyrazolo[4,3-c]pyridin-2-yl]-1H-pyrimidine-2,4-dione